(5-(((1s,4s)-4-(1H-imidazol-1-yl)cyclohexyl)oxy)-1,6-naphthyridin-7-yl)-2,2,6,6-tetramethylmorpholine N1(C=NC=C1)C1CCC(CC1)OC1=C2C=CC=NC2=CC(=N1)N1CC(OC(C1)(C)C)(C)C